C(CCC)C1(CN(C2=C(S(C1)(=O)=O)C=C(C(=C2)SC)CNCC(=O)O)C2=CC=C(C=C2)O)CCCC 2-(((3,3-dibutyl-5-(4-hydroxyphenyl)-7-methylsulfanyl-1,1-dioxo-2,3,4,5-tetrahydrobenzo[b][1,4]thiazepin-8-yl)methyl)amino)acetic acid